C(C)C1=NN(C2=C1C(NCC1(CCOCC1)C2)=O)C[C@H](COC(C2=CC(=CC=C2)C(NCC)=O)=O)C 3-(ethylcarbamoyl)benzoic acid [(2R)-3-(3-ethyl-4-oxo-spiro[6,8-dihydro-5H-pyrazolo[4,3-c]azepin-7,4'-tetrahydropyran]-1-yl)-2-methyl-propyl] ester